2,2,2-trifluoroethyl 2-((2-methylbutyl) (pyridin-2-ylmethyl)amino)-2-oxoacetate CC(CN(C(C(=O)OCC(F)(F)F)=O)CC1=NC=CC=C1)CC